6-(4-(4-bromophenyl)butyryl)-N2-(tert-butoxycarbonyl)-L-lysine BrC1=CC=C(C=C1)CCCC(=O)C(CCC[C@H](NC(=O)OC(C)(C)C)C(=O)O)N